C(C)OC(C1=CC(=CC(=C1)C=C)C=C)=O 3,5-Divinylbenzoic acid ethyl ester